4-amino-7-(methoxy-d3)methyl-N-[2-(trifluoromethyl)-6,8-dihydro-5H-pyrano[3,4-b]pyridin-5-yl]imidazo[1,5-a]quinoxaline-8-carboxamide NC=1C=2N(C3=CC(=C(C=C3N1)COC([2H])([2H])[2H])C(=O)NC1COCC3=NC(=CC=C31)C(F)(F)F)C=NC2